(7-((2S,5R)-5-ethyl-2-methylpiperazin-1-yl)-4-methyl-5-oxo-4,5-dihydro-2H-pyrazolo[4,3-b]pyridin-2-yl)acetonitrile C(C)[C@H]1NC[C@@H](N(C1)C=1C=2C(N(C(C1)=O)C)=CN(N2)CC#N)C